dimethyl 2,2',6-trimethoxy-[1,1'-biphenyl]-4,4'-dicarboxylate COC1=C(C(=CC(=C1)C(=O)OC)OC)C1=C(C=C(C=C1)C(=O)OC)OC